2-t-butyl-4-methyl-6-(2-acryloyloxy-3-t-butyl-5-methylbenzyl)phenol C(C)(C)(C)C1=C(C(=CC(=C1)C)CC1=C(C(=CC(=C1)C)C(C)(C)C)OC(C=C)=O)O